C(C)C(CCCCC)OCCCO 3-hydroxypropyl ethylhexyl ether